N1=CC=C(C=C1)N=C(O)C1=CC=C(C=2C(=CC=C(C12)C(=O)O)C(=O)O)C(O)=NC1=CC=NC=C1 N,N'-bis(4-pyridyl)-1,4,5,8-naphthalenetetracarboxylic acid diimide